Tert-butyl (1-(4-bromothiazol-2-yl)ethyl)carbamate BrC=1N=C(SC1)C(C)NC(OC(C)(C)C)=O